BrC=1C=C(C=CC1C)C=1NC(=NN1)C1=CC(=NC=C1)C1CC1 4-(5-(3-bromo-4-methylphenyl)-4H-1,2,4-triazol-3-yl)-2-cyclopropylpyridine